4-methoxy-1,2-phenylenediamine COC1=CC(=C(C=C1)N)N